butyl hexyl phosphate dodecyl-ammonium salt C(CCCCCCCCCCC)[NH3+].P(=O)(OCCCC)(OCCCCCC)[O-]